2-(chloromethyl)-5-methoxybenzo[d]oxazole ClCC=1OC2=C(N1)C=C(C=C2)OC